5-(difluoromethyl)-3-(2-(dimethylamino)ethoxy)thiophene-2-carboxamide FC(C1=CC(=C(S1)C(=O)N)OCCN(C)C)F